ClC1=NC=C(C(=C1)F)C#C[Si](C)(C)C 2-chloro-4-fluoro-5-((trimethylsilyl)ethynyl)pyridine